Cl.OCC=1C(=NC=CC1CO)[2H] 3,4-bis(hydroxymethyl)pyridine-d, hydrochloride